ClC=1C(=CN(C(C1)=O)C)C1=C2CCN(C(C2=CC(=C1)CCN(C)CCF)=O)[C@@H](C)C1=NC=C(C#N)C(=C1)OCC (S)-6-(1-(5-(4-chloro-1-methyl-6-oxo-1,6-dihydropyridin-3-yl)-7-(2-((2-fluoroethyl)(methyl)amino)ethyl)-1-oxo-3,4-dihydroisoquinolin-2(1H)-yl)ethyl)-4-ethoxynicotinonitrile